ClC1=CC=2N=C(N=C(C2C(=N1)C)O)SC 7-chloro-5-methyl-2-(methylthio)pyrido[4,3-d]pyrimidin-4-ol